[Sn].[Cu].[B] boron-copper-tin